3-(4-((2-((6-isobutoxypyrazin-2-yl)amino)pyridin-4-yl)methoxy)naphthalen-1-yl)urea C(C(C)C)OC1=CN=CC(=N1)NC1=NC=CC(=C1)COC1=CC=C(C2=CC=CC=C12)NC(N)=O